C(C)(C)(C)OC(N(C)C1CC(N(CC1)C=1C=NC(=CC1)N)=O)=O N-[1-(6-amino-3-pyridinyl)-2-oxo-4-piperidinyl]-N-methyl-carbamic acid tert-butyl ester